8-[(3S)-3-piperidyl]-2,3-dihydro-1,4-benzoxazin N1C[C@@H](CCC1)C1=CC=CC=2NCCOC21